F[C@@H](CF)C=1C=C(OCCN2CCC3(CC2)C(NC2=CC=C(C=C23)C#N)=O)C=CC1S(=O)(=O)C 1'-(2-{3-[(1R)-1,2-difluoroethyl]-4-methanesulfonylphenoxy}ethyl)-2-oxo-1,2-dihydrospiro[indole-3,4'-piperidine]-5-carbonitrile